4-Bromo-N,N-dicyclohexyl-1-methyl-1H-pyrazole-5-carboxamide BrC=1C=NN(C1C(=O)N(C1CCCCC1)C1CCCCC1)C